2-({3-{4-(adamantan-1-yl)phenyl}prop-2-enoyl}amino)-5-chlorobenzoic acid C12(CC3CC(CC(C1)C3)C2)C2=CC=C(C=C2)C=CC(=O)NC2=C(C(=O)O)C=C(C=C2)Cl